FC(C1=CC=C(C=C1)N1N=NC(=C1COC1=CC=C(N=N1)N1C(CNCC1)=O)C)F 1-(6-((1-(4-(difluoromethyl)phenyl)-4-methyl-1H-1,2,3-triazol-5-yl)methoxy)pyridazin-3-yl)piperazin-one